binaphthol Phosphate P(=O)(O)(O)OC=1C(=C2C=CC=CC2=CC1)C1=CC=CC2=CC=CC=C12